(3-(4-Chloro-5-(3-fluoro-4-((6-methylpyridin-2-yl)oxy)phenyl)-7,8-dihydro-6H-imidazo[1',2':1,5]pyrrolo[2,3-d]pyrimidin-6-yl)phenyl)carbamic acid tert-butyl ester C(C)(C)(C)OC(NC1=CC(=CC=C1)N1CCN2C1=C(C1=C2N=CN=C1Cl)C1=CC(=C(C=C1)OC1=NC(=CC=C1)C)F)=O